[1-(4-fluorophenyl)-4-hydroxy-5-methyl-2-tetrahydropyran-4-yl-indol-3-yl]Benzoic acid FC1=CC=C(C=C1)N1C(=C(C2=C(C(=CC=C12)C)O)C1=C(C(=O)O)C=CC=C1)C1CCOCC1